3-({[(4R)-7-(1-Phenylvinyl)-3,4-dihydro-2H-1-benzopyran-4-yl]methyl}amino)pyridine-4-carboxylic acid methyl ester COC(=O)C1=C(C=NC=C1)NC[C@@H]1CCOC2=C1C=CC(=C2)C(=C)C2=CC=CC=C2